2-[[3-ethoxycarbonyl-6-[[1-(9H-fluoren-9-ylmethoxycarbonyl)-4-piperidinyl]oxy]-4-quinolinyl]amino]benzoic acid C(C)OC(=O)C=1C=NC2=CC=C(C=C2C1NC1=C(C(=O)O)C=CC=C1)OC1CCN(CC1)C(=O)OCC1C2=CC=CC=C2C=2C=CC=CC12